NCCCCCCC1=CC=C(C[C@@H]2N(CCN(CCN(CCN(C2)CC(=O)OC(C)(C)C)CC(=O)OC(C)(C)C)CC(=O)OC(C)(C)C)CC(=O)OC(C)(C)C)C=C1 (S)-tetra-tert-butyl 2,2',2'',2'''-(2-(4-(6-aminohexyl)benzyl)-1,4,7,10-tetraazacyclododecane-1,4,7,10-tetrayl)tetraacetate